8-((5-chloro-6-fluoro-1H-indazol-4-yl)oxy)-2-((2-methyl-1,2,3,4-tetrahydroisoquinolin-5-yl)oxy)-4-(piperazin-1-yl)-1,7-naphthyridine-3-carbonitrile ClC=1C(=C2C=NNC2=CC1F)OC=1N=CC=C2C(=C(C(=NC12)OC1=C2CCN(CC2=CC=C1)C)C#N)N1CCNCC1